4,6-diisoamyl-oxy-1,3-benzenedisulfonyl chloride C(CC(C)C)OC1=C(C=C(C(=C1)OCCC(C)C)S(=O)(=O)Cl)S(=O)(=O)Cl